2-[[1-(3,4-dihydro-1H-isochromene-1-carbonyl)azetidin-3-yl]methyl]-6-(3,5-dimethylpyrazol-1-yl)pyridazin-3-one C1(OCCC2=CC=CC=C12)C(=O)N1CC(C1)CN1N=C(C=CC1=O)N1N=C(C=C1C)C